ClC=1C=C(C(=O)NC2=C(C(=NS2)C)C(=O)NCCC(C)(C)C)C=CC1O 5-(3-chloro-4-hydroxybenzamido)-N-(3,3-dimethylbutyl)-3-methylisothiazole-4-carboxamide